C(CCCCCCC)C(CN1C(C2=C(N(C(C2=C1C=1SC=CC1)=O)CC(CCCCCCCCCC)CCCCCCCC)C=1SC=CC1)=O)CCCCCCCCCC 2,5-bis(2-octyldodecyl)-3,6-bis(thien-2-yl)diketopyrrolo[3,4-c]pyrrole